CN1N=CC=2N=CN=C(C21)NC(C(=O)O)CCCCCCCC2=NC=1NCCCC1C=C2 2-((1-methyl-1H-pyrazolo[4,3-d]pyrimidin-7-yl)amino)-9-(5,6,7,8-tetrahydro-1,8-naphthyridin-2-yl)nonanoic acid